N1C=CC2=CC(=CC=C12)C=1C=C(NC1)C(=O)C1=CC(=C(C(=C1)OC)OC)OC [4-(1H-indol-5-yl)-1H-pyrrol-2-yl](3,4,5-trimethoxyphenyl)methanone